5-bromo-1-(2,2-difluorocyclopropyl)pyrazole BrC1=CC=NN1C1C(C1)(F)F